(S)-(((1-(2-chlorophenyl)-2-oxocyclohexyl)(methyl)carbamoyl)oxy)methyl glycinate NCC(=O)OCOC(N(C)[C@]1(C(CCCC1)=O)C1=C(C=CC=C1)Cl)=O